ClC=1C=C(C=CC1)N(S(=O)(=O)CC)CC=1SC(=CN1)C=1OC(=NN1)C(F)F N-(3-chlorophenyl)-N-((5-(5-(difluoromethyl)-1,3,4-oxadiazol-2-yl)thiazol-2-yl)methyl)ethanesulfonamide